N,N,N-tripropyl-amine C(CC)N(CCC)CCC